2-triethoxysilylethyltrisulfide C(C)O[Si](CCSSSCC[Si](OCC)(OCC)OCC)(OCC)OCC